dipropyl (Z)-but-2-enedioate C(\C=C/C(=O)OCCC)(=O)OCCC